CC=1N=C(C2=C(N1)N1C(C=C2)=NC=C1)N 2-methylimidazo[1',2':1,6]pyrido[2,3-d]pyrimidin-4-amine